N-(p-toluenesulfonyl)-4,6,7-trifluoroindole CC1=CC=C(C=C1)S(=O)(=O)N1C=CC2=C(C=C(C(=C12)F)F)F